COC(=O)C1=C[C@@H](C(C1)=C(F)F)NC(=O)OC(C)(C)C Methyl-(S)-3-((tert-butoxycarbonyl)amino)-4-(difluoromethylen)cyclopent-1-ene-1-carboxylat